(R)-N-(1-(2,4-difluorophenyl)ethyl)-2-(2,4-dioxo-1,4-dihydroquinazolin-3(2H)-yl)acetamide FC1=C(C=CC(=C1)F)[C@@H](C)NC(CN1C(NC2=CC=CC=C2C1=O)=O)=O